7-methoxy-2-(4-methoxyphenyl)-1,2,3,4-tetrahydroquinoline COC1=CC=C2CCC(NC2=C1)C1=CC=C(C=C1)OC